[2-(2-fluorophenyl)thiazol-5-yl]methanol FC1=C(C=CC=C1)C=1SC(=CN1)CO